BrC1=NC(=CC(=C1)C1=CC(=NN1)C1=CC=C(NC)C=C1)C 4-[5-(2-bromo-6-methylpyridin-4-yl)-1H-pyrazol-3-yl]-N-methylaniline